ClC=1C(=NC(=NC1)NC1=CC(=C(C=C1)N1CCC(CC1)N1CCN(CC1)C)Cl)C1=CN(C2=CC=CC=C12)S(=O)(=O)C1CC1 5-chloro-N-(3-chloro-4-(4-(4-methylpiperazin-1-yl)piperidin-1-yl)phenyl)-4-(1-(cyclopropylsulfonyl)-1H-indol-3-yl)pyrimidin-2-amine